2-((3-oxo-3-(3-(trifluoromethyl)-8,9-dihydropyrido[3',2':4,5]pyrrolo[1,2-a]pyrazin-7(6H)-yl)propoxy)methyl)azetidin O=C(CCOCC1NCC1)N1CC=2N(CC1)C1=C(C2)C=C(C=N1)C(F)(F)F